7-Oxaspiro[3.5]non-1-en-2-yl triflate O(S(=O)(=O)C(F)(F)F)C1=CC2(C1)CCOCC2